NC=1C(=C(C(=CC1)F)NC(C)=O)F N-(3-amino-2,6-difluorophenyl)acetamide